COC=1N=C2C(=CC=NC2=CC1)CCN1CCC(CC1)N 1-(2-(6-methoxy-1,5-naphthyridin-4-yl)ethyl)piperidin-4-amin